C(C)C1=C(C(=C(C(=O)O)OC)CCCCCC)C=CC=C1 Ethyl-hexyl-methoxycinnamic acid